(R)-7-(5-chloropyrimidin-2-yl)-3-(4-cyclopropyl-4-((6-oxo-5-(trifluoromethyl)-1,6-dihydropyridazin-4-yl)amino)butyl)-6-fluoroquinazolin-4(3H)-one ClC=1C=NC(=NC1)C1=C(C=C2C(N(C=NC2=C1)CCC[C@@H](NC=1C=NNC(C1C(F)(F)F)=O)C1CC1)=O)F